diethyl (4-(5-methoxy-4-oxo-3,4-dihydropyrido[3,4-d]pyridazin-7-yl)phenethyl)phosphonate (diethyl (4-(5-methoxy-4-oxo-3,4-dihydropyrido[3,4-d]pyridazin-7-yl)phenethyl)phosphonate) C(C)C(CC1=CC=C(C=C1)C1=CC2=C(C(NN=C2)=O)C(=N1)OC)(P(O)(O)=O)CC.COC1=NC(=CC2=C1C(NN=C2)=O)C2=CC=C(CCP(OCC)(OCC)=O)C=C2